6-hydroxymethyl-3-(4-trifluoromethyl-phenyl)-2H-pyrrolo[1,2-a]pyrazine-1-one OCC1=CC=C2N1C=C(NC2=O)C2=CC=C(C=C2)C(F)(F)F